(6-chloro-5-(trifluoromethyl)pyridin-3-yl)boric acid ClC1=C(C=C(C=N1)OB(O)O)C(F)(F)F